Cl.CNCCC1(CC1)C(F)(F)F N-Methyl-2-(1-(trifluoromethyl)cyclopropyl)ethan-1-amine hydrochloride